5-((1r,4S)-4-hydroxy-4-methylcyclohexyl)-N3-methyl-1-((S)-1-phenylethyl)-1H-pyrazole-3,5-dicarboxamide OC1(CCC(CC1)C1(C=C(NN1[C@@H](C)C1=CC=CC=C1)C(=O)NC)C(=O)N)C